1-[2-(3-chlorophenyl)ethyl]-5-[(4-methylsulfonylphenoxy)methyl]-2-methylpiperidine ClC=1C=C(C=CC1)CCN1C(CCC(C1)COC1=CC=C(C=C1)S(=O)(=O)C)C